3-methyl-1,2,5,6-tetrahydropyridine-2-carboxamide CC=1C(NCCC1)C(=O)N